C(C)(C)(C)OC(=O)NC1=C(C=C(C(=O)OC)C=C1)[N+](=O)[O-] methyl 4-(tert-butoxycarbonylamino)-3-nitro-benzoate